C(C)(C)C1N=C2N(C3=CC=C(C=C3N=C2Cl)C(=O)OC)C1C methyl 2-isopropylmethyl-4-chloro-1,2-dihydroimidazo[1,2-a]quinoxaline-7-carboxylate